N-(3-methoxy-4-methylphenyl)-4-{4-[2-(morpholin-4-yl)acetamido]-2-oxo-2,3-dihydro-1H-1,3-benzodiazol-1-yl}cyclohexane-1-carboxamide COC=1C=C(C=CC1C)NC(=O)C1CCC(CC1)N1C(NC2=C1C=CC=C2NC(CN2CCOCC2)=O)=O